C(C[C@@H]([C@@H](/C=C/C=C/C=C\\C/C=C\\CCC(=O)O)SC[C@@H](C(=O)O)N)O)CC(=O)O The molecule is an icosanoid that is leukotriene E4 in which two methylene groups are removed from the carboxyalkyl chain attached to the non-conjugated double bond. It has a role as a metabolite. It is a tricarboxylic acid, a L-cysteine thioether, an icosanoid, a secondary alcohol and a non-proteinogenic L-alpha-amino acid. It derives from a leukotriene E4.